C(C)(C)(C)N1S(C(=CC1=O)C1=C(C=2CC(CCC2C=C1OCOCCOC)NCCC(C)C)F)(=O)=O 2-(Tert-butyl)-5-(1-fluoro-7-(isopentylamino)-3-((2-methoxyethoxy)methoxy)-5,6,7,8-tetrahydronaphthalen-2-yl)isothiazol-3(2H)-one 1,1-dioxide